N=1C(C(C2=CC=C3C(C12)=CC=N3)=O)=O pyrrolo-indole-dione